1-chloromethyl-sulfonamide ClCS(=O)(=O)N